3-fluoro-N-methyl-2-({3-[(E)-2-{5-[2-(pyrrolidin-1-yl)ethoxy]pyridin-2-yl}vinyl]-1H-indazol-6-yl}thio)benzamide FC=1C(=C(C(=O)NC)C=CC1)SC1=CC=C2C(=NNC2=C1)\C=C\C1=NC=C(C=C1)OCCN1CCCC1